1-({3,4-difluoro-2-[(2-fluoro-4-iodophenyl)amino]phenyl}carbonyl)-3-[(2,3-difluoro-1H-inden-1-ylamino)methyl]azetidin-3-ol FC=1C(=C(C=CC1F)C(=O)N1CC(C1)(O)CNC1C(=C(C2=CC=CC=C12)F)F)NC1=C(C=C(C=C1)I)F